(R)-N-(8-(2-chloro-5-fluorophenyl)-3-((methyl-d3)carbamoyl)-6-oxo-5,6,7,8-tetrahydroimidazo[1,5-a]pyrazin-1-yl-8-d)-5-fluorobenzo[d]isothiazole-3-carboxamide ClC1=C(C=C(C=C1)F)[C@@]1(C=2N(CC(N1)=O)C(=NC2NC(=O)C2=NSC1=C2C=C(C=C1)F)C(NC([2H])([2H])[2H])=O)[2H]